ClC=1C(=C(C=CC1)C(N1[C@H](C[C@@](CC1)(C(=O)O)CC1=NC(=CC=C1F)NC=1SC=CN1)C)([2H])[2H])F (2S,4R)-1-((3-chloro-2-fluorophenyl)methyl-d2)-4-((3-fluoro-6-(thiazol-2-ylamino)pyridin-2-yl)methyl)-2-methylpiperidine-4-carboxylic acid